ClC1=C(C=CC(=C1F)OC)C1=CN=C2N1C=CN=C2NC2=CC(=C(C=C2)C(=O)N2CCN(CC2)C(=O)[C@H]2CNCC2)C [4-[[3-(2-chloro-3-fluoro-4-methoxyphenyl)imidazo[1,2-a]pyrazin-8-yl]amino]-2-methylphenyl]-[4-[(3R)-pyrrolidine-3-carbonyl]piperazin-1-yl]methanone